2-(2,3-difluorophenyl)-N-[(3S)-2-oxo-5-phenyl-1,3-dihydro-1,4-benzodiazepine-3-Yl]pyrazolo[1,5-a]pyrimidine-3-carboxamide FC1=C(C=CC=C1F)C1=NN2C(N=CC=C2)=C1C(=O)N[C@@H]1C(NC2=C(C(=N1)C1=CC=CC=C1)C=CC=C2)=O